ClC=1C=C(C=CC1N1N=NC=C1)NC(=O)C=1C=NN(C1C(F)(F)F)C=1C=CC=C2C=CN=CC12 N-(3-chloro-4-(1H-1,2,3-triazol-1-yl)phenyl)-1-(isoquinolin-8-yl)-5-(trifluoromethyl)-1H-pyrazole-4-carboxamide